2-(bromomethyl)-3-methylbut-1-ene BrCC(=C)C(C)C